2-Ethoxy-5-(phenylselanyl)-6-(4-(trifluoromethyl)phenyl)-3,4-dihydro-1,2-oxaphosphinine 2-oxide C(C)OP1(OC(=C(CC1)[Se]C1=CC=CC=C1)C1=CC=C(C=C1)C(F)(F)F)=O